OC1=CC=2C3(C)C(C)C(CC2C=C1)N(CC=C(C)C)CC3 pentazocine